ClC=1C=C(C=C(C1)Cl)[C@H](CC(=O)O)NC(=O)C=1C=NN(C1CO)CCC1=NC=2NCCCC2C=C1 (S)-3-(3,5-dichlorophenyl)-3-(5-(hydroxymethyl)-1-(2-(5,6,7,8-tetrahydro-1,8-naphthyridin-2-yl)ethyl)-1H-pyrazole-4-carboxamido)propionic acid